3-methyl-5-(8-((8-methyl-3,8-diazabicyclo[3.2.1]octan-3-yl)methyl)isochroman-6-yl)-1H-pyrrolo[2,3-b]pyridine CC1=CNC2=NC=C(C=C21)C=2C=C1CCOCC1=C(C2)CN2CC1CCC(C2)N1C